[Cl-].[Mg+2].C1(=CC=CC=C1)[Al+2].[Cl-].[Cl-].[Cl-] phenylaluminum magnesium chloride